C(CCC)N(CCCC)CCCC trin-butylamine